FC=1C=C(CC2=NC=CC(=C2)N2N=C(C(=C2CO)C(=O)N)C)C=C(C1)C(F)(F)F 1-(2-(3-fluoro-5-(trifluoromethyl)benzyl)pyridin-4-yl)-5-(hydroxymethyl)-3-methyl-1H-pyrazole-4-carboxamide